(S)-2-(isobutylamino)-4-methylpentanoic acid benzyl ester C(C1=CC=CC=C1)OC([C@H](CC(C)C)NCC(C)C)=O